tert-butyl 3-(2-oxa-6-azaspiro[3.3]hept-6-yl)-1-oxa-8-azaspiro[4.5]decane-8-carboxylate C1OCC12CN(C2)C2COC1(C2)CCN(CC1)C(=O)OC(C)(C)C